FC1=CC(=C(CNC(C2=CC(=CC=C2)NC=2N=NC(=CC2)C2=CC=CC=C2)=O)C=C1)N1CCN(CC1)C N-(4-fluoro-2-(4-methylpiperazin-1-yl)benzyl)-3-((6-phenylpyridazin-3-yl)amino)benzamide